(R)-N-(2-(2-hydroxy-2-methylpropyl)-2-methyl-6-morpholino-2,3-dihydrobenzofuran-5-yl)pyrazolo[1,5-a]pyrimidine-3-carboxamide OC(C[C@@]1(OC2=C(C1)C=C(C(=C2)N2CCOCC2)NC(=O)C=2C=NN1C2N=CC=C1)C)(C)C